(e)-2H,2'H-[3,3'-bibenzofuranylidene]-2,2'-dione O1C(/C(/C2=C1C=CC=C2)=C\2/C(OC1=C2C=CC=C1)=O)=O